C(C)(C)(C)OC(=O)N1[C@@](C[C@@H](C1)O)(C(=O)O)C 2-methyl-(2S,4S)-4-hydroxypyrrolidine-1,2-dicarboxylic acid-1-(tert-butyl) ester